2-{1-[2-(difluoromethoxy)pyridin-4-yl]azetidin-3-yl}-1-[2-(methoxymethyl)-4-methyl-5,7-dihydro-6H-pyrrolo[3,4-b]pyridin-6-yl]ethanone FC(OC1=NC=CC(=C1)N1CC(C1)CC(=O)N1CC2=NC(=CC(=C2C1)C)COC)F